9,9',9'',9'''-(4-(2-(pyridin-3-yl)phenyl)pyridine-2,3,5,6-tetrayl)tetrakis(3-phenyl-9H-carbazole) N1=CC(=CC=C1)C1=C(C=CC=C1)C1=C(C(=NC(=C1N1C2=CC=CC=C2C=2C=C(C=CC12)C1=CC=CC=C1)N1C2=CC=CC=C2C=2C=C(C=CC12)C1=CC=CC=C1)N1C2=CC=CC=C2C=2C=C(C=CC12)C1=CC=CC=C1)N1C2=CC=CC=C2C=2C=C(C=CC12)C1=CC=CC=C1